methyl 3,4-dihydroxy-alpha-methyl-phenylpropionate OC=1C=C(C=CC1O)C(C(=O)OC)(C)C